4-benzyloxy-1-bromo-2-fluoro-benzene C(C1=CC=CC=C1)OC1=CC(=C(C=C1)Br)F